F[H-]F.[Li+] Lithium bifluoride